C(C)N(C(=O)OC=1C(=CC(=C(C1)SSC1=C(C=C(C(=C1)OC(=O)N(CC)CC)C)C)C)C)CC bis(5-diethylaminocarbonyloxy-2,4-dimethylphenyl) disulfide